tert-butyl (2R,5S)-5-[(7-chloroquinoline-3-carbonyl)amino]-2-[[[(E)-4,4,4-trifluorobut-2-enoxy]carbonylamino]carbamoyl]piperidine-1-carboxylate ClC1=CC=C2C=C(C=NC2=C1)C(=O)N[C@H]1CC[C@@H](N(C1)C(=O)OC(C)(C)C)C(NNC(=O)OC\C=C\C(F)(F)F)=O